N-(3-((4-hydroxypiperidin-4-yl)methyl)-4-oxo-3,4-dihydropyrrolo[2,1-f][1,2,4]triazin-6-yl)-2-phenylthiazole-4-carboxamide trifluoroacetic acid salt FC(C(=O)O)(F)F.OC1(CCNCC1)CN1C=NN2C(C1=O)=CC(=C2)NC(=O)C=2N=C(SC2)C2=CC=CC=C2